N1=C(C=CC=C1)SSCCOCCO 2-[2-(2-pyridyldithio)ethoxy]-ethanol